(2S,4R)-1-(tert-butoxycarbonyl)-4-(pyridin-4-yloxy)pyrrolidine-2-carboxylic acid C(C)(C)(C)OC(=O)N1[C@@H](C[C@H](C1)OC1=CC=NC=C1)C(=O)O